C(C1=CC=CC=C1)[Si](OCC)(OCC)C Benzyl-methyl-diethoxysilane